S1C2=C(C(=C1)C1CCC(CC1)=CNCCN1CCN(CC1)CCO)C=CC=C2 5-(benzo[b]thiophen-3-yl)-2-(((2-(4-(2-hydroxyethyl)piperazin-1-yl)ethyl)amino)methylene)cyclohexane